3-methylthieno[3,2-c]pyridin CC1=CSC2=C1C=NC=C2